FC(CCC(=O)N1CCC(CC1)C=1C=NC(=CC1)F)(F)F 4,4,4-trifluoro-1-[4-(6-fluoro-3-pyridinyl)-1-piperidinyl]butan-1-one